ClC1=C(C=C(C=C1)C(C)NC(=O)NC1CC2(C1)CCC2)OCC(F)(F)F 1-{1-[4-chloro-3-(2,2,2-trifluoro-ethoxy)-phenyl]-ethyl}-3-spiro[3.3]hept-2-yl-urea